C(C)(C)(C)OC(=O)N[C@H](C(=O)O)C1CCC(CC1)(F)F (2S)-2-(tert-butoxycarbonylamino)-2-(4,4-difluorocyclohexyl)acetic acid